Trans-4-phenylcyclohexyl ((4-nitrophenoxy)(phenoxy) phosphoryl)-L-alaninate [N+](=O)([O-])C1=CC=C(OP(=O)(OC2=CC=CC=C2)N[C@@H](C)C(=O)O[C@@H]2CC[C@H](CC2)C2=CC=CC=C2)C=C1